BrC=1N=C2C(=NC1)N(C=C2N(C(OCC2=CC=CC=C2)=O)C)COCC[Si](C)(C)C benzyl (2-bromo-5-((2-(trimethylsilyl)ethoxy)methyl)-5H-pyrrolo[2,3-b]pyrazin-7-yl)(methyl)carbamate